[Ag](F)F silver (ii) fluoride